2-[4-(2-amino-1,3-thiazol-5-yl)piperidin-1-yl]-3-(4-methoxypyridin-3-yl)benzonitrile NC=1SC(=CN1)C1CCN(CC1)C1=C(C#N)C=CC=C1C=1C=NC=CC1OC